CC1=C(C(CCC1)(C)C)/C=C/C(=C/C=C/C(=C/C=C/C=C(/C)\C=C\C=C(/C)\C=C\C2=C(CCCC2(C)C)C)/C)/C 13-cis-β-carotene